CC12CC1C1C(CC(C1(CCC2O)C)O)(C)C 4,8,11,11-tetramethyltricyclo[6.3.0.02,4]undecane-5,9-diol